FC=1C=CC(=NC1)NC1=NC=C(C(=O)NC([2H])([2H])[2H])C(=C1)NC1=CC=CC2=C1OCC=1C2=NN(C1)C 6-((5-fluoropyridin-2-yl)amino)-N-(methyl-d3)-4-((2-methyl-2,4-dihydrochromeno[4,3-c]pyrazol-6-yl)amino)nicotinamide